5-chloro-N2-(2-methoxy-4-((4-morpholinopiperidin-1-yl)sulfonyl)phenyl)-N4-(2-(methylsulfonyl)ethyl)-7H-pyrrolo[2,3-d]pyrimidine-2,4-diamine ClC1=CNC=2N=C(N=C(C21)NCCS(=O)(=O)C)NC2=C(C=C(C=C2)S(=O)(=O)N2CCC(CC2)N2CCOCC2)OC